CN1CC(C2=CC=CC=C12)C(C)=O 1-(1-methylindolin-3-yl)ethanone